oxo-1,4,5,6,7,8-hexahydroquinazoline O=C1N=CNC=2CCCCC12